ClC=1C=CC(=NC1)[C@H](C)C=1C=C2C(=CC=NC2=CC1)C(=O)NCC(=O)N1CSC[C@H]1C#N |&1:7| 6-((RS)-1-(5-chloropyridin-2-yl)ethyl)-N-(2-((R)-4-cyanothiazolidin-3-yl)-2-oxoethyl)quinoline-4-carboxamide